BrC=1C=NN(C1NC(OCC1=CC=CC=C1)=O)C benzyl (4-bromo-1-methyl-1H-pyrazol-5-yl)carbamate